FC1=CC=C(C=C1)C1=CN(C=2N=CN=C(C21)OC2=CC=C1C(=CC(OC1=C2)=O)C)CCCCC 7-[5-(4-fluoro-phenyl)-7-pentyl-7H-pyrrolo[2,3-d]Pyrimidine-4-oxy]-4-methylcoumarin